8,14-dioxa-4,5,19,20-tetraazatetracyclo[13.5.2.12,5.018,21]tricosa-1(20),2(23),3,15(22),16,18(21)-hexaene C=12C=3C=NN(CCOCCCCCOC=4C=CC(NN1)=C2C4)C3